tert-butyl 4-{3-[(4-methoxyphenyl)methyl]-2-oxo-2,3-dihydro-1H-1,3-benzodiazol-5-yl}piperazine-1-carboxylate COC1=CC=C(C=C1)CN1C(NC2=C1C=C(C=C2)N2CCN(CC2)C(=O)OC(C)(C)C)=O